6-chloro-9-isopropyl-7H-purin-8(9H)-one ClC1=C2NC(N(C2=NC=N1)C(C)C)=O